dimethyldihydroxyethyl-ammonium hydroxide [OH-].C[NH+](CC(O)O)C